3-(2,6-bis-benzyloxy-pyridin-3-yloxy)-1-phenyl-pyrrolidin-2-one C(C1=CC=CC=C1)OC1=NC(=CC=C1OC1C(N(CC1)C1=CC=CC=C1)=O)OCC1=CC=CC=C1